FC1=CC=C(C=C1)C=1OC(=CN1)C(=O)N[C@H](C(N[C@H](C(C=1SC=CN1)O)CCC(F)(F)F)=O)C 2-(4-fluorophenyl)-N-((2S)-1-oxo-1-(((2S)-5,5,5-trifluoro-1-hydroxy-1-(thiazol-2-yl)pentan-2-yl)amino)propan-2-yl)oxazole-5-carboxamide